OC1=C(C(=CC(=C1)OC)OC)C(C=CC1=CC=C(C=C1)O)=O 1-(2-Hydroxy-4,6-dimethoxyphenyl)-3-(4-hydroxyphenyl)prop-2-en-1-one